tert-butyl (1R,5S)-3-cyclopropyl-1-methyl-2-oxo-3,6-diazabicyclo[3.1.1]heptane-6-carboxylate C1(CC1)N1C([C@@]2(N([C@H](C1)C2)C(=O)OC(C)(C)C)C)=O